tert-butyl N-[1-(6-nitro-3-pyridyl)-3-piperidyl]carbamate [N+](=O)([O-])C1=CC=C(C=N1)N1CC(CCC1)NC(OC(C)(C)C)=O